C1(=CC=CC=C1)NC1=C(C=CC=C1)[N+]#N phenylaminophenyl-diazonium